ClC1=CC=C(C=C1)C1=CC=C(C=C1)NC=1N=NNC1C(=O)O 4-((4'-chloro-[1,1'-biphenyl]-4-yl)amino)-1H-1,2,3-triazole-5-carboxylic acid